(7-bromo-2,6,8-trifluoroquinazolin-4-yl)-1,6-dioxa-9-azaspiro[3.6]decane BrC1=C(C=C2C(=NC(=NC2=C1F)F)C1OC2(C1)COCCNC2)F